(1-(tert-butoxycarbonyl)piperidin-4-yl)zinc (II) iodide [I-].C(C)(C)(C)OC(=O)N1CCC(CC1)[Zn+]